2-chloro-6-fluorobenzylidenehydrazine ClC1=C(C=NN)C(=CC=C1)F